C(#N)C=1C=C(C=CC1OCC(C)C)C1=NC2=C(N1)C=C(C=C2)C(=O)OC Methyl 2-(3-cyano-4-isobutoxyphenyl)-1H-benzo[d]imidazole-6-carboxylate